C(CCCC)=O Pentane-1-one